1-methyl-4-[(2S,4S)-2-methyl-4-(5-methyl-1,3-benzoxazol-2-yl)-1-piperidyl]-2-oxo-quinoline-3-carbonitrile CN1C(C(=C(C2=CC=CC=C12)N1[C@H](C[C@H](CC1)C=1OC2=C(N1)C=C(C=C2)C)C)C#N)=O